OC1C[C@@H]2N(C([C@H](CC1)NC([C@H](C)NC)=O)=O)[C@@H](CC2)C(=O)N[C@@H]2CCCC1=CC=CC=C21 (3S,6S,10aR)-9-hydroxy-6-((S)-2-(methylamino)propanamido)-5-oxo-N-((R)-1,2,3,4-tetrahydronaphthalen-1-yl)decahydropyrrolo[1,2-a]azocine-3-carboxamide